triolein dioleate C(CCCCCCC\C=C/CCCCCCCC)(=O)O.C(CCCCCCC\C=C/CCCCCCCC)(=O)O.O=C(CCCCCCC\C=C/CCCCCCCC)OCC(COC(CCCCCCC\C=C/CCCCCCCC)=O)OC(CCCCCCC\C=C/CCCCCCCC)=O